1-(tert-butyl) 4-methyl (cis)-3-(hydroxymethyl)piperidine-1,4-dicarboxylate OC[C@@H]1CN(CC[C@@H]1C(=O)OC)C(=O)OC(C)(C)C